((Vinyloxy)ethoxy)azobenzene C(=C)OCCOC1=C(C=CC=C1)N=NC1=CC=CC=C1